7-(6-(bis(4-methoxybenzyl)amino)-3-iodo-4-methylpyridin-2-yl)-6-chloro-5,8-difluoro-3-((2-(trimethylsilyl)ethoxy)methyl)quinazolin-4(3H)-one COC1=CC=C(CN(C2=CC(=C(C(=N2)C2=C(C(=C3C(N(C=NC3=C2F)COCC[Si](C)(C)C)=O)F)Cl)I)C)CC2=CC=C(C=C2)OC)C=C1